Ethyl-4-methyl-5-(4-nitrophenyl)-2-(3-(tetrahydro-2H-pyran-4-yl)ureido)thiophene C(C)C1=C(SC(=C1C)C1=CC=C(C=C1)[N+](=O)[O-])NC(=O)NC1CCOCC1